tert-butyl (3aR,5S,6aS)-5-{[5-chloro-4-(4-cyanophenyl)pyrimidin-2-yl]amino}-octahydrocyclopenta[c]pyrrole-2-carboxylate ClC=1C(=NC(=NC1)NC1C[C@@H]2[C@@H](CN(C2)C(=O)OC(C)(C)C)C1)C1=CC=C(C=C1)C#N